2-Fluoro-1,3-bis(4-fluorophenyl)propane FC(CC1=CC=C(C=C1)F)CC1=CC=C(C=C1)F